N-(5-((6-((R)-3-(2,5-difluorophenyl)isoxazolidine-2-yl)pyrimidine-4-yl)amino)-2-(4-((R)-3-(dimethylamino)pyrrolidine-1-yl)piperidine-1-yl)-4-methoxyphenyl)acrylamide FC1=C(C=C(C=C1)F)[C@@H]1N(OCC1)C1=CC(=NC=N1)NC=1C(=CC(=C(C1)NC(C=C)=O)N1CCC(CC1)N1C[C@@H](CC1)N(C)C)OC